C(C)(C)N1N=CC=2CC3(CCN(CC3)C(=O)C3=CC(=NC(=C3)OC)C3=CC=C(C(=O)O)C=C3)CC(C12)=O 4-(4-(1-Isopropyl-7-oxo-1,4,6,7-tetrahydrospiro[indazole-5,4'-piperidine]-1'-carbonyl)-6-methoxypyridin-2-yl)benzoic acid